FC1=CC(=CC2=C1CN([C@H](CO2)C)C(C(F)(F)F)=O)C(NO)=N (S)-6-fluoro-N-hydroxy-3-methyl-4-(2,2,2-trifluoroacetyl)-3,5-dihydro-2H-1,4-benzoxazepine-8-carboximidamide